tetrahydrobenzo[d]imidazo[1,5-b]isothiazol-5,5-dioxide C1NCN2S(C3C(=C21)C=CC=C3)(=O)=O